4-(4-(1H-pyrazol-1-yl)benzyl)-N-hydroxy-3-oxo-3,4-dihydro-2H-benzo[b][1,4]oxazine-6-carboxamide N1(N=CC=C1)C1=CC=C(CN2C3=C(OCC2=O)C=CC(=C3)C(=O)NO)C=C1